(2-(ethylsulfanyl)phenyl)-4,4-bis(5-methyl-1H-indol-3-yl)butyramide C(C)SC1=C(C=CC=C1)C(C(=O)N)CC(C1=CNC2=CC=C(C=C12)C)C1=CNC2=CC=C(C=C12)C